C(C)(C)(C)OC(=O)N1[C@H]2C[C@H](C[C@@H]1C(C2)(F)F)N |r| rac-(1S,3R,5R)-3-amino-6,6-difluoro-8-azabicyclo[3.2.1]octane-8-carboxylic acid tert-butyl ester